C(\C=C\CCC)(=O)OC\C=C\CCC (E)-2-Hexenyl (E)-2-hexenoate